N-(cis-4-morpholinyloxyphenyl)-5-(trifluoromethyl)-3-azabicyclo[3.1.0]hexane-1-carboxamide N1(CCOCC1)OC1=CC=C(C=C1)NC(=O)C12CNCC2(C1)C(F)(F)F